(R)-2-((6-amino-2-oxo-1,2-dihydroquinolin-4-yl)amino)-N-methylpropanamide NC=1C=C2C(=CC(NC2=CC1)=O)N[C@@H](C(=O)NC)C